C(C)(C)N1N=C(C(=C1C)O)C1=C(C=CC=C1)SC1=CC=CC=C1 1-isopropyl-3-(2-(phenylthio)phenyl)-5-methyl-pyrazol-4-ol